C=1N=CN2C1C1=CC=CC=C1[C@@H]2[C@@H]2CC1=C(C=NC=C1)[C@H]2O (6S,7S)-6-((S)-5H-imidazo[5,1-a]isoindol-5-yl)-6,7-dihydro-5H-cyclopenta[c]pyridin-7-ol